ClC1=C(C(=CC=2NC=NC21)[N+]#[C-])C2=C(C=NN2C)C2=CC=C1C(NN=C(C1=C2)CNC(OC(C)(C)C)=O)=O (M)-tert-butyl N-[[7-[5-(4-chloro-6-isocyano-1H-benzimidazol-5-yl)-1-methyl-pyrazol-4-yl]-4-oxo-3H-phthalazin-1-yl]methyl]carbamate